OCCNCCCO 3-((2-hydroxyethyl)-amino)propanol